1-methyl-6-tetrahydropyran-4-yl-indole-3-carboxylic acid CN1C=C(C2=CC=C(C=C12)C1CCOCC1)C(=O)O